S(C)(=O)(=O)OC#CC#CCCOS(C)(=O)=O 4-hexadiyne-1,6-diyl dimesylate